FC=1C=C(C=C2C(=CC=NC12)C(C)NC(OC(C)(C)C)=O)C1=NC(=NC=C1C)NC1CCN(CC1)S(=O)(=O)C Tert-butyl (1-(8-fluoro-6-(5-methyl-2-((1-(methylsulfonyl)piperidin-4-yl)amino)pyrimidin-4-yl)quinolin-4-yl)ethyl)carbamate